C[SiH](O[Si](C)(C)C)O[SiH3] Tetramethyl-trisiloxane